(4-Chlorophenylthio)guanosine ClC1=CC=C(C=C1)S[C@@]1([C@H](O)[C@H](O)[C@@H](CO)O1)N1C=NC=2C(=O)NC(N)=NC12